C(C)OC(=O)[C@@H]1CN(C[C@H]1C)CC1=CC=CC=C1 (3S,4S)-trans-1-benzyl-4-methyl-pyrrolidine-3-carboxylic acid ethyl ester